9-mesityl-2,7-dimethyl-10-methylacridinium perchlorate Cl(=O)(=O)(=O)[O-].C1(=C(C(=CC(=C1)C)C)C=1C2=CC(=CC=C2[N+](=C2C=CC(=CC12)C)C)C)C